2,2'-methylenebis[4-(1,1,3,3-tetramethyl-butyl)-6-benzo-triazole-2-yl-phenol] C(C1=C(C(=CC(=C1)C(CC(C)(C)C)(C)C)N1N=C2C(=N1)C=CC=C2)O)C2=C(C(=CC(=C2)C(CC(C)(C)C)(C)C)N2N=C1C(=N2)C=CC=C1)O